4-chloro-N'-hydroxybenzimidamide ClC1=CC=C(C(N)=NO)C=C1